ethyl 6-(((tert-butyldiphenylsilyl)oxy)methyl)imidazo[1,2-a]pyrazine-2-carboxylate [Si](C1=CC=CC=C1)(C1=CC=CC=C1)(C(C)(C)C)OCC=1N=CC=2N(C1)C=C(N2)C(=O)OCC